Cl.Cl.NCC(=O)NCC1=C(C(=O)N[C@H](C)C2=CC(=C(C=C2)OC)OC)C=CC=C1 2-[[(2-Aminoacetyl)amino]methyl]-N-[(1R)-1-(3,4-dimethoxyphenyl)ethyl]benzamide hydrochloride salt Hydrogen chloride